(gamma-glycidoxypropyl)(methyl)diethoxysilane C(C1CO1)OCCC[Si](OCC)(OCC)C